(7R,14R)-1-ethynyl-11-(2-(2-hydroxypropan-2-yl)thiazol-5-yl)-6-(methyl-d3)-6,7-dihydro-7,14-methanobenzo[f]benzo[4,5]imidazo[1,2-a][1,4]diazocin-5(14H)-one C(#C)C1=CC=CC=2C(N([C@H]3C=4N([C@@H](C21)C3)C3=C(N4)C=CC(=C3)C3=CN=C(S3)C(C)(C)O)C([2H])([2H])[2H])=O